NCCC(CCN(C1=CC=C(C=C1)C1(CC1)C#N)C1=C(C=CC(=C1)C=1C(=NOC1C)C)C)C 1-(4-((5-Amino-3-methylpentanyl)(5-(3,5-dimethylisoxazol-4-yl)-2-methylphenyl)amino)phenyl)cyclopropane-1-carbonitrile